FC=1C=C2N(CCN(C2=CC1)C(C(C)N1CCN(CC1)C)=O)C1=CC=C(C=C1)F 1-(6-fluoro-4-(4-fluorophenyl)-3,4-dihydroquinoxalin-1(2H)-yl)-2-(4-methylpiperazin-1-yl)propan-1-on